ClC1=CC(=C(CN2CCC(CC2)(O)COC2=C3CCC(NC3=C(C=C2)F)=O)C(=C1)F)F 5-((1-(4-chloro-2,6-difluorobenzyl)-4-hydroxypiperidin-4-yl)methoxy)-8-fluoro-3,4-dihydroquinolin-2(1H)-one